N1CCC(CC1)CC1CCN(CC1)[C@H]1CN(CC1)C(=O)OC(C)(C)C tert-butyl (3R)-3-[4-(4-piperidylmethyl)-1-piperidyl]pyrrolidine-1-carboxylate